(S)-2-((2-ethyl-6-(2-(2-(3-hydroxypyrrolidin-1-yl)-2-oxoethyl)pyrimidin-5-yl)imidazo[1,2-a]pyridin-3-yl)(methyl)amino)-4-(4-fluorophenyl)thiazole-5-carbonitrile C(C)C=1N=C2N(C=C(C=C2)C=2C=NC(=NC2)CC(=O)N2C[C@H](CC2)O)C1N(C=1SC(=C(N1)C1=CC=C(C=C1)F)C#N)C